1-(2-methoxy-3-nitrophenyl)ethan-1-one tert-Butyl-4-(2-fluoro-4-hydroxy-5-methoxyphenyl)-1H-pyrazole-1-carboxylate C(C)(C)(C)OC(=O)N1N=CC(=C1)C1=C(C=C(C(=C1)OC)O)F.COC1=C(C=CC=C1[N+](=O)[O-])C(C)=O